C(C)N1N=CC(=C1)CN1C(N(C=C1C)C1=C(C(=CC(=C1)N1C[C@H](OCC1)C)OCC(F)(F)F)F)=O 3-[(1-ethyl-1H-pyrazol-4-yl)methyl]-1-{2-fluoro-5-[(2R)-2-methylmorpholin-4-yl]-3-(2,2,2-trifluoroethoxy)phenyl}-4-methyl-1,3-dihydro-2H-imidazol-2-one